C(\C=C/C(=O)O)(=O)O.ClC=1C=CC2=C(N(C3=C(CC2)C=CC=C3)CCCCN(C/C=C/C#N)C)C1 (E)-4-[4-(3-chloro-10,11-dihydro-5H-dibenzo[b,f]azepin-5-yl)butyl-methyl-amino]but-2-enenitrile maleate